OC[C@@]1(C([C@@H]2[C@@H](CN1CC2)C#N)=O)COC (1R,3S,4S,6S)-6-(hydroxymethyl)-6-(methoxymethyl)-5-oxoquinuclidine-3-carbonitrile